ethyl 2-(4-{bis[(tert-butoxy)carbonyl]amino}-7-methyl-5-[4-(pyrrolidine-1-carbonyl)phenyl]-7H-pyrrolo[2,3-d]pyrimidin-6-yl)cyclopropane-1-carboxylate C(C)(C)(C)OC(=O)N(C=1C2=C(N=CN1)N(C(=C2C2=CC=C(C=C2)C(=O)N2CCCC2)C2C(C2)C(=O)OCC)C)C(=O)OC(C)(C)C